ClCC(C[C@@]1(N(C[C@H](C1)O)C(=O)OC(C)(C)C)C(=O)OC)=C 1-(tert-butyl) 2-methyl (2S,4S)-2-(2-(chloromethyl)allyl)-4-hydroxypyrrolidine-1,2-dicarboxylate